ClC=1C(=C(C=CC1F)C=1C(=C2N(N1)CCC2)C=2C=C1C=NNC1=CC2)F 5-(2-(3-Chloro-2,4-difluorophenyl)-5,6-dihydro-4H-pyrrolo[1,2-b]pyrazol-3-yl)-1H-indazole